C(C)OC(=O)C=1N=C2N(N1)C(CC2O)C(CC)=O 7-hydroxy-5-propionyl-6,7-dihydro-5H-pyrrolo[1,2-b][1,2,4]triazole-2-carboxylic acid ethyl ester